C12CCC(CC1)C2 norbornylAn